C1(CC1)CNC(CI)=O N-(cyclopropylmethyl)-2-iodoacetamide